Cl.NC[C@@H](C)N1N=C2C(CN([C@@H](C2)C)C(C2=CC(=C(C=C2)Cl)C(F)(F)F)=O)=C1C(=O)OCC ethyl (R)-2-((R)-1-aminopropan-2-yl)-5-(4-chloro-3-(trifluoro methyl) benzoyl)-6-methyl-4,5,6,7-tetrahydro-2H-pyrazolo[4,3-c]pyridine-3-carboxylate hydrochloride